ClC1=C(C(=CC=C1)F)CC(=O)NC=1C=C(N=NC1)N(C(C)=O)C1=CC(=C(C=C1)F)F N-{5-[2-(2-chloro-6-fluorophenyl)acetylamino]pyridazin-3-yl}-N-(3,4-difluorophenyl)acetamide